OC1C[C@H]2C([C@H]2C1)NC(=O)C1=CC(=NN1[C@@H](C)C1=CC=CC=C1)C(=O)NC N5-((1R,3S,5S,6r)-3-Hydroxybicyclo[3.1.0]hexan-6-yl)-N3-methyl-1-((S)-1-phenylethyl)-1H-pyrazole-3,5-dicarboxamide